C(#C)C([C@H](N)C(=O)O)O β-ethynylserine